C(C)OC(=O)C1=C(C2=C(CC(C3=CN(N=C23)CC2CCC(CC2)=O)C)O1)C(F)(F)F 4-methyl-2-[(Oxocyclohexan-4-yl)methyl]-8-(trifluoromethyl)-4,5-dihydro-2H-furo[2,3-g]indazole-7-carboxylic acid ethyl ester